FC=1C=CC(=NC1)NC1=CC(=C(N=N1)C(=O)NC([2H])([2H])[2H])NC1=NC=CC=C1S(=O)(=O)C 6-[(5-fluoropyridin-2-yl)amino]-4-[(3-methanesulfonylpyridin-2-yl)amino]-N-(2H3)methylpyridazine-3-carboxamide